N-[5-(1H-benzimidazol-2-yl)-1-methyl-pyrazol-3-yl]-6-(3,3-dimethyl-piperazin-1-yl)pyridine-3-carboxamide N1C(=NC2=C1C=CC=C2)C2=CC(=NN2C)NC(=O)C=2C=NC(=CC2)N2CC(NCC2)(C)C